5-carboxyl-indole-3-acetic acid C(=O)(O)C=1C=C2C(=CNC2=CC1)CC(=O)O